C(#N)C1(CC1)NS(=O)(=O)C1=CC=C2C3=C(N(C2=C1)C=1SC(=NN1)C(F)F)N=CN=C3N3[C@@H](CN([C@H](C3)C)C(C(C)C)=O)C N-(1-Cyanocyclopropyl)-9-(5-(difluoromethyl)-1,3,4-thiadiazol-2-yl)-4-((2R,5S)-4-isobutyryl-2,5-dimethylpiperazin-1-yl)-9H-pyrimido[4,5-b]indole-7-sulfonamide